5-(4-methylpiperazin-1-yl)-pyridin CN1CCN(CC1)C=1C=CC=NC1